N,N-bis(4-methoxybenzyl)-1-(3-methyl-4-(4,4,5,5-tetramethyl-1,3,2-dioxaborolan-2-yl)butyl)-1H-pyrazole-3-sulfonamide COC1=CC=C(CN(S(=O)(=O)C2=NN(C=C2)CCC(CB2OC(C(O2)(C)C)(C)C)C)CC2=CC=C(C=C2)OC)C=C1